P(=O)(O)(O)O.FC=1C=C(C=CC1C=1C=NC(=CC1)C=1N=NN(N1)C=C)N1C(O[C@@H](C1)C(F)O)=O (S)-3-(3-fluoro-4-(6-(2-vinyl-2H-tetrazol-5-yl)pyridin-3-yl)phenyl)-5-(hydroxyfluoromethyl)oxazolidin-2-one phosphate